Trans-Anisole C1(=CC=CC=C1)OC